N-(3-hydroxypropyl)-N-((4-(4-(trifluoromethyl)phenyl)-4,5,6,7-tetrahydropyrazolo[1,5-a]pyrimidin-6-yl)methyl)acrylamide OCCCN(C(C=C)=O)CC1CN(C=2N(C1)N=CC2)C2=CC=C(C=C2)C(F)(F)F